1-(pyridin-3-ylmethyl)-3-(4-{[2-(trifluoromethoxy)phenyl]sulfamoyl}phenyl)urea N1=CC(=CC=C1)CNC(=O)NC1=CC=C(C=C1)S(NC1=C(C=CC=C1)OC(F)(F)F)(=O)=O